OC=1C=CC=C2NC=C(CCN(CC=C)C)C12 4-hydroxy-N-methyl-N-allyl-tryptamine